N-(2-((7-(2,6-dichloro-3,5-dimethoxyphenyl)-5-(((1-methylpyrrolidin-2-yl)methyl)amino)-2,6-naphthyridin-3-yl)amino)-3-methylphenyl)acrylamide ClC1=C(C(=C(C=C1OC)OC)Cl)C1=NC(=C2C=C(N=CC2=C1)NC1=C(C=CC=C1C)NC(C=C)=O)NCC1N(CCC1)C